2-((bis(benzyloxy)phosphoryl)oxy)-3-methylbutyl (chloromethyl) carbonate C(OCC(C(C)C)OP(=O)(OCC1=CC=CC=C1)OCC1=CC=CC=C1)(OCCl)=O